C(=O)C1=C(C(=C2C=CC=CC2=C1)C=1C(=C(C=C2C=CC=CC12)C=O)C=CC(=O)[O-])C=CC(=O)[O-] (S)-3,3'-Diformyl-[1,1'-binaphthyl]-2,2'-diacrylate